CS(=O)(=O)OC1CCC2(CCN(CC2)C(=O)OC(C)(C)C)CC1 tert-butyl 9-(methanesulfonyloxy)-3-azaspiro[5.5]undecane-3-carboxylate